FC=1C(=C(C=CC1)C1=NC=C2NC(N(C2=N1)CC1=CC=C(C=C1)N1N=C2C(CNCC2)=C1C)=O)C(C)C 2-(3-Fluoro-2-isopropylphenyl)-9-[(4-[3-methyl-4H,5H,6H,7H-pyrazolo[4,3-C]pyridin-2-yl]phenyl)methyl]-7H-purin-8-one